BrC1=NC=C(C(=C1)C1=C(C=NC(=C1)C)C(=O)NC=1SC(=NN1)OC1COC1)OC 2'-bromo-5'-methoxy-6-methyl-N-(5-(oxetan-3-yloxy)-1,3,4-thiadiazol-2-yl)-(4,4'-bipyridine)-3-carboxamide